COC1=C(C=CC=C1)C1=C2N(C(=NC1=O)SC)C=CC(=C2)C(F)(F)F 4-(2-methoxyphenyl)-1-(methylthio)-6-(trifluoromethyl)-3H-pyrido[1,2-c]pyrimidin-3-one